C(C)OC(CC(C)(OOC(C)(C)C)OOC(C)(C)C)=O.C(CCCCCC)C1(CCC(CC1)CCCCCCC(C)C)CCCCCCC di(n-heptyl)isononyl-cyclohexane ethyl-3,3-di-(t-butylperoxy)-butyrate